(6-chloro-1-hydroxy-2,3,1-benzodiazaborinin-2-yl)-2-methyl-propan-1-one ClC=1C=CC2=C(C=NN(B2O)C(C(C)C)=O)C1